C(=C)[N+](C)(C)C vinyl-N,N,N-trimethyl-ammonium